N-(3,5-Dichloro-4-((6S,8R)-8-methyl-7-(2,2,2-trifluoroethyl)-6,7,8,9-tetrahydro-3H-pyrazolo[4,3-f]isoquinolin-6-yl)phenyl)-1-(3-fluoropropyl)azetidine-3-amine ClC=1C=C(C=C(C1[C@H]1N([C@@H](CC2=C3C(=CC=C12)NN=C3)C)CC(F)(F)F)Cl)NC3CN(C3)CCCF